(R)-N-((R)-4-hydroxy-3-oxo-1-((S)-2-oxopyrrolidin-3-yl)butan-2-yl)-2-(9-hydroxy-9H-fluorene-9-carbonyl)-2-azabicyclo[2.2.2]octane-3-carboxamide OCC([C@@H](C[C@H]1C(NCC1)=O)NC(=O)[C@@H]1N(C2CCC1CC2)C(=O)C2(C1=CC=CC=C1C=1C=CC=CC21)O)=O